C(#N)C=1C=NN2C1C(=CC(=C2)OCC(C)(C)O)C=2C=CC(=NC2)N2CCC(CC2)(C)NC(C2=C(C=CC=C2)CC)=O N-(1-(5-(3-cyano-6-(2-hydroxy-2-methylpropoxy)pyrazolo[1,5-a]pyridin-4-yl)pyridin-2-yl)-4-methylpiperidin-4-yl)-2-ethylbenzamide